COC(C(C1=NC=C(C=C1)C(F)(F)F)N1C[C@@H](N(C[C@H]1C)C(=O)OC(C)(C)C)C)=O tert-butyl (2s,5r)-4-(2-methoxy-2-oxo-1-(5-(trifluoromethyl) pyridin-2-yl) ethyl)-2,5-dimethylpiperazine-1-carboxylate